FC(C1=C(C=CC(=C1)C(F)(F)F)[C@@H](C)N1N=CC(=C1)NC(=O)C=1SC(=NN1)C=1OC=CC1)(F)F (R)-N-(1-(1-(2,4-bis(trifluoromethyl)phenyl)ethyl)-1H-pyrazol-4-yl)-5-(furan-2-yl)-1,3,4-thiadiazole-2-carboxamide